C(C)(C)(C)OC(NC1=CC(=C(C(=C1)C(F)F)F)C(C)=NS(=O)C(C)(C)C)=O (3-(1-((tert-butylsulfinyl)imino)ethyl)-5-(difluoromethyl)-4-fluorophenyl)carbamic acid tert-butyl ester